4-(((2S,6R)-2,6-dimethylmorpholino)methyl)-N-methoxy-N-methylbenzamide C[C@@H]1O[C@@H](CN(C1)CC1=CC=C(C(=O)N(C)OC)C=C1)C